(3S)-N-cyclobutyl-3-[(1-cyclopentyl-5-phenyl-1H-pyrazol-3-yl)formamido]-5-(piperidin-1-yl)pentanamide C1(CCC1)NC(C[C@H](CCN1CCCCC1)NC(=O)C1=NN(C(=C1)C1=CC=CC=C1)C1CCCC1)=O